ClCC(=O)N(C1=CC=C(C=C1)C1=CC=NS1)C(C(=O)NC1CCC(CC1)(F)F)C1=NC=CN=C1 2-Chloro-N-(2-((4,4-difluorocyclohexyl)amino)-2-oxo-1-(pyrazin-2-yl)ethyl)-N-(4-(isothiazol-5-yl)phenyl)acetamide